1-[(3-CHLORO-1-BENZOTHIOPHEN-2-YL)METHYL]PIPERIDINE-4-CARBALDEHYDE ClC1=C(SC2=C1C=CC=C2)CN2CCC(CC2)C=O